ClC=1C(=C(C=C(C1)C(F)(F)F)C1(CC(=NO1)C1=CC(=C(N=N1)C(=O)O)C)C(F)(F)F)F 6-[5-[3-chloro-2-fluoro-5-(trifluoromethyl)phenyl]-5-(trifluoromethyl)-4H-isoxazol-3-yl]-4-methyl-pyridazine-3-carboxylic acid